5-benzylsulfanyl-2-tert-butyl-3,4-dihydroisoquinolin-1-one C(C1=CC=CC=C1)SC1=C2CCN(C(C2=CC=C1)=O)C(C)(C)C